COC1=C(C(=NC(=N1)C=1C=CC(=NC1)C(F)(F)F)SC1=CC=C(C=C1)C)C(F)(F)F 6-methoxy-4-[(4-methylphenyl)thio]-5-trifluoromethyl-2-(2-trifluoromethyl-5-pyridinyl)pyrimidine